imidazoltrione N1C(NC(C1=O)=O)=O